Selenium Trioxide [Se](=O)(=O)=O